[Br-].OCC[N+](CC(COCCCCCCCCCCCC)OCCCCCCCCCCCC)(C)C N-(2-hydroxyethyl)-N,N-dimethyl-2,3-bis(dodecyloxy)-1-propanaminium bromide